5-(trifluoromethoxy)picolinic acid FC(OC=1C=CC(=NC1)C(=O)O)(F)F